C(CC)C=1C=C2C=CNC2=CC1 5-propylindole